C(N)(=O)C1=C(N=C2C=3C=C(C=NC3C=CN21)C2=CC=C(C(=O)O)C=C2)C2=C(C=CC=C2Cl)Cl 4-(3-carbamoyl-2-(2,6-dichlorophenyl)imidazo[2,1-f][1,6]naphthyridin-9-yl)benzoic acid